3-((tert-butyldiphenylsilyl)oxy)-5-(2-isopropoxy-3-methoxyphenyl)pentanoic acid ethyl ester C(C)OC(CC(CCC1=C(C(=CC=C1)OC)OC(C)C)O[Si](C1=CC=CC=C1)(C1=CC=CC=C1)C(C)(C)C)=O